C1(=CC=CC=C1)C1(CCCCC1)N1CCCCC1 1-(1-phenylcyclohexyl)piperidine